6-[(3R)-3-Aminopyrrolidin-1-yl]-5-methyl-N-[2-(3-methylpyridin-2-yl)-[1,3]thiazolo[5,4-c]pyridin-6-yl]pyridin-2-amine N[C@H]1CN(CC1)C1=C(C=CC(=N1)NC1=CC2=C(C=N1)SC(=N2)C2=NC=CC=C2C)C